ClC=1C(=NC(=CC1NC(OC(C)(C)C)=O)N(C)C)F tert-butyl (3-chloro-6-(dimethylamino)-2-fluoropyridin-4-yl)carbamate